2-(Cyanomethyl)-3-fluoro-4,5-dimethoxy-6-methylbenzoic acid methyl ester COC(C1=C(C(=C(C(=C1C)OC)OC)F)CC#N)=O